Azepin-7-yl-trifluoromethanesulfonic acid N1C=CC=CC=C1OS(=O)(=O)C(F)(F)F